1-(4-cyano-1H-pyrazol-3-yl)cyclopropane-1-carboxylic acid C(#N)C=1C(=NNC1)C1(CC1)C(=O)O